NC12CC(C1)(C2)C(=O)O 3-amino-bicyclo[1.1.1]pentane-1-carboxylic acid